NC=1C=C(C(=C2C=C(N=CC12)NC(=O)NC)Cl)C=1C=NC=CC1C 1-(8-amino-5-chloro-6-(4-methylpyridin-3-yl)isoquinolin-3-yl)-3-methylurea